ClC1=NC=C(C=C1)C1(COCC1)OC 2-chloro-5-(3-methoxytetrahydrofuran-3-yl)pyridine